2-(6-(3-cyclopropyl-4-(6-methylpyridin-2-yl)-1H-pyrazol-1-yl)spiro[3.3]hept-2-yl)ethan-1-amine C1(CC1)C1=NN(C=C1C1=NC(=CC=C1)C)C1CC2(CC(C2)CCN)C1